CN1C2CN(C(C1)C2)C2=C(C(=CC=C2)N)N 3-(5-methyl-2,5-diazabicyclo[2.2.1]Hept-2-yl)benzene-1,2-diamine